methyl 6-phenyl-1-(p-tolylsulfonyl)pyrrolo[2,3-b]pyridine-2-carboxylate C1(=CC=CC=C1)C1=CC=C2C(=N1)N(C(=C2)C(=O)OC)S(=O)(=O)C2=CC=C(C=C2)C